[Si]1(=CC=CC=C1)C(=O)O.C(C)(C)(C)N(N(CC1=C(C=CC(=C1)F)Cl)C(=O)C1=C(N=C(S1)NC(=O)OC(C)(C)C)Cl)C tert-butyl-2-{2-[(tert-butoxycarbonyl)amino]-4-chlorothiazole-5-carbonyl}-2-(2-chloro-5-fluorobenzyl)-1-methylhydrazine Silaininate